ClC1CC(C1)[C@H](C=1C=C(C=CC1)N1C(C2=CC(=CC(=C2C1)C(F)(F)F)CNC1(CCC1)C)=O)C1=NN=CN1C 2-(3-((R)-((1r,3R)-3-chlorocyclobutyl)(4-methyl-4H-1,2,4-triazol-3-yl)methyl)phenyl)-6-(((1-methylcyclobutyl)amino)methyl)-4-(trifluoromethyl)isoindolin-1-one